(4-(pyridin-3-yl)pyrimidin-2-yl)benzene-1,4-diamine N1=CC(=CC=C1)C1=NC(=NC=C1)C1=C(C=CC(=C1)N)N